((5-bromo-2-fluorophenoxy)methyl)-1-methyl-1H-indazole BrC=1C=CC(=C(OCC2=NN(C3=CC=CC=C23)C)C1)F